C1C(CCC2CCCCC12)CC(=O)[O-] decahydro-2-naphthylacetate